(2S)-2-(6-chloro-1,1-dioxido-3,4-dihydro-2H-benzo[e][1,2,4]thiadiazin-2-yl)-3-(6-fluoro-2,3-dimethylphenyl)butanehydrazide ClC=1C=CC2=C(NCN(S2(=O)=O)[C@H](C(=O)NN)C(C)C2=C(C(=CC=C2F)C)C)C1